O1CC(=CC1)C=1C=C2C=CN(C(C2=CC1)=O)CC=1C=C(C(=O)NC)C=CC1 3-((6-(2,5-Dihydrofuran-3-yl)-1-oxoisoquinolin-2(1H)-yl)methyl)-N-methylbenzamide